tert-butyl (S)-4-(2-bromo-6-(3-ethylmorpholino)pyridin-4-yl)-4-(methylsulfonyl)piperidine-1-carboxylate BrC1=NC(=CC(=C1)C1(CCN(CC1)C(=O)OC(C)(C)C)S(=O)(=O)C)N1[C@H](COCC1)CC